S(=O)(=O)(O)O.O1CC=CC=C1 oxainine-sulfate